N1N=C(N=C1)S1S(CCC1)C1=NNC=N1 1,2-bis(1H-1,2,4-triazol-3-yl)dithiolane